BrCCCCCCC/C=C/CC (3E)-11-bromo-3-undecene